7'-bromo-2',3'-dihydrospiro[cyclohexane-1,6'-indeno[5,6-b][1,4]dioxin]-4-one BrC=1C2(C3=CC4=C(OCCO4)C=C3C1)CCC(CC2)=O